3-methyl-4-(4,4,5,5-tetramethyl-1,3,2-dioxaborolan-2-yl)benzaldehyde CC=1C=C(C=O)C=CC1B1OC(C(O1)(C)C)(C)C